1-cyclopropyl-6-fluoro-7-[(3R)-3-(hydroxymethyl)pyrrolidin-1-yl]-3-({[(2-methylpyridin-4-yl)methyl][(3S)-1-(pyridin-3-yl)piperidin-3-yl]amino}methyl)-1,4-dihydroquinolin-4-one C1(CC1)N1C=C(C(C2=CC(=C(C=C12)N1C[C@@H](CC1)CO)F)=O)CN([C@@H]1CN(CCC1)C=1C=NC=CC1)CC1=CC(=NC=C1)C